N[C@@H]([C@@H](C(=O)O)O)CC1=CC=CC=C1 (2S,3R)-3-(amino)-2-hydroxy-4-phenylbutyric acid